Cl.FC1=C(CNC(=O)NC=2SC=C(N2)C(C)(C)C2=CC=C(C=C2)OC)C=C(C(=C1)N1CCNCC1)F 1-(2,5-difluoro-4-(piperazin-1-yl)benzyl)-3-(4-(2-(4-methoxyphenyl)propan-2-yl)thiazol-2-yl)urea hydrochloride